(R)-(1-(6-(3-methyl-1H-pyrrolo[2,3-b]pyridin-5-yl)isochroman-8-yl)pyrrolidin-2-yl)methanol CC1=CNC2=NC=C(C=C21)C=2C=C1CCOCC1=C(C2)N2[C@H](CCC2)CO